5-butyl-1,2,4-oxadiazol C(CCC)C1=NC=NO1